4-[(2S,5R)-5-Methyl-2-piperidyl]-N-(2,2,2-trifluoroethyl)aniline C[C@@H]1CC[C@H](NC1)C1=CC=C(NCC(F)(F)F)C=C1